COC(=O)C1=NSC=2C1=NC(=C(C2)C2=CC=NN2C)N2[C@@H](COCC2)C (1-methyl-1H-pyrazol-5-yl)-5-[(3R)-3-methylmorpholin-4-yl]-[1,2]Thiazolo[4,5-b]Pyridine-3-carboxylic acid methyl ester